C(C)(C)(C)OC(=O)N1C2COCC1CN(C2)CC#CC2=CC=CC=1N(C(N(C12)C)=O)C1C(NC(CC1)=O)=O 7-[3-[1-(2,6-dioxo-3-piperidinyl)-3-methyl-2-oxo-benzimidazol-4-yl]prop-2-ynyl]-3-oxa-7,9-diazabicyclo[3.3.1]nonane-9-carboxylic acid tert-butyl ester